7-[1-(1-Cyanoazepan-4-yl)-5-methyl-triazol-4-yl]-5-[1-(5-fluoro-2-pyridyl)ethoxy]imidazo[1,2-a]pyridine-3-carbonitrile C(#N)N1CCC(CCC1)N1N=NC(=C1C)C1=CC=2N(C(=C1)OC(C)C1=NC=C(C=C1)F)C(=CN2)C#N